COC=1C=C(C=C(C1C(NCC(F)(F)F)=O)OC)C1=CN=C2N1C=CC(=C2)C=2C=NN(C2)C(C(=O)OCC)C ethyl 2-[4-[3-[3,5-dimethoxy-4-(2,2,2-trifluoroethyl-carbamoyl) phenyl]imidazo[1,2-a]pyridin-7-yl]pyrazol-1-yl]propanoate